7-dodecenylsuccinic acid anhydride C(CCCCCC=CCCCC)C1C(=O)OC(C1)=O